6-chloro-4-((3S,4R)-4-((4-fluorophenyl)amino)-3-methyl-piperidin-1-yl)-1-methyl-2-oxo-1,2-dihydro-1,5-naphthyridine-3-carbonitrile ClC=1N=C2C(=C(C(N(C2=CC1)C)=O)C#N)N1C[C@@H]([C@@H](CC1)NC1=CC=C(C=C1)F)C